ClCC=1C=CC(=NC1)O[C@@H]1C[C@]2(N(C=3C(=NN=C(C3)C3=C(C(=CC(=C3)F)F)OC)NC2)C1)CC (6aR,8R)-8-((5-(chloromethyl)pyridin-2-yl)oxy)-2-(3,5-difluoro-2-methoxyphenyl)-6a-ethyl-5,6,6a,7,8,9-hexahydropyrrolo[1',2':4,5]pyrazino[2,3-c]pyridazine